BrC1=C(C=C(C=C1OC)C1OCCC1)OC 2-(4-bromo-3,5-dimethoxyphenyl)oxolane